NC1=C(C=C(C=N1)C=1N=C(N(C1)C12CC(C1)C2)[C@@H](O)C2CC2)C(F)(F)F (S)-(4-(6-amino-5-(trifluoromethyl)pyridin-3-yl)-1-(bicyclo[1.1.1]pentan-1-yl)-1H-imidazol-2-yl)(cyclopropyl)methanol